C(=C)OCCCCOC=C butylene glycol divinyl ether